2-(3-methoxyphenyl)-2-methylpropan-1-amine COC=1C=C(C=CC1)C(CN)(C)C